COC(C1=CC=C(C=C1)C1(COC(C=2N(C3=CC=CC(=C3C21)OCC2=CC=CC=C2)C2=CC=C(C=C2)F)(C)C)C)=O methyl-4-(5-(benzyloxy)-9-(4-fluorophenyl)-1,1,4-trimethyl-1,3,4,9-tetrahydropyrano[3,4-b]indol-4-yl)benzoate